FC(C(=O)O)(F)F.C12N(CC(NC1)C2)C(=O)C2=CC=C(C=C2)N[C@@H]2C[C@@H](N(C1=CC=CC=C21)C(CC)=O)C 1-[(2s,4r)-4-{[4-(2,5-diazabicyclo[2.2.1]heptane-2-carbonyl)phenyl]amino}-2-methyl-3,4-dihydroquinolin-1(2H)-yl]propan-1-one trifluoroacetate